[Na].[Na].C=C ethylene disodium salt